2-(3,4-dimethoxyphenyl)-3-hydroxy-7-methyl-4h-1-benzopyran-4-one COC=1C=C(C=CC1OC)C=1OC2=C(C(C1O)=O)C=CC(=C2)C